2-(7-((2R,4S)-2-(1-cyclopropyl-1H-pyrazol-4-yl)tetrahydro-2H-pyran-4-yl)-5-(2,4-difluorophenyl)-2-methylpyrido[3,4-b]pyrazin-3-yl)acetonitrile C1(CC1)N1N=CC(=C1)[C@@H]1OCC[C@@H](C1)C1=CC=2C(=NC(=C(N2)C)CC#N)C(=N1)C1=C(C=C(C=C1)F)F